3-(azetidin-1-yl)-6-chloro-1-trityl-1H-pyrazolo[4,3-c]pyridine N1(CCC1)C1=NN(C2=C1C=NC(=C2)Cl)C(C2=CC=CC=C2)(C2=CC=CC=C2)C2=CC=CC=C2